CC1=C(C(=O)O)C=C(C=C1N)Br 2-methyl-3-amino-5-bromobenzoic acid